COC=1C=C(C[C@H]2N(CCCCC2)C2=NC(=CC(N2)=O)N2CCOCC2)C=CC1 (S)-2-(2-(3-methoxybenzyl)azepan-1-yl)-6-morpholinopyrimidin-4(3H)-one